(4-(aminomethyl)benzyl)-1H-imidazole-2-carboxylic acid ethyl ester C(C)OC(=O)C=1N(C=CN1)CC1=CC=C(C=C1)CN